4-Ethynyl-3-iodopyrazolo[1,5-a]pyridine-5-carboxamide C(#C)C=1C=2N(C=CC1C(=O)N)N=CC2I